C12CN(CC(CC1)O2)C=2OC1=C(N2)C=CC(=C1)[N+](=O)[O-] 2-(8-oxa-3-azabicyclo[3.2.1]octan-3-yl)-6-nitrobenzo[d]oxazole